3-(trifluoromethyl)-5,6,7,8-tetrahydro[1,2,4]triazolo[4,3-a]pyrazine hydrochloride Cl.FC(C1=NN=C2N1CCNC2)(F)F